3,3-bis(p-dibutylamino-phenyl)phthalide C(CCC)N(C1=CC=C(C=C1)C1(OC(=O)C2=CC=CC=C12)C1=CC=C(C=C1)N(CCCC)CCCC)CCCC